4-(Dichloromethyl)-N-(prop-2-yn-1-yl)benzamide ClC(C1=CC=C(C(=O)NCC#C)C=C1)Cl